C[Si](C#CC1=CC=C(C=C1)OC1OCCCC1)(C)C trimethyl-[2-[4-(oxane-2-yloxy)phenyl]ethynyl]silane